[Si](C)(C)(C(C)(C)C)OCCC=O 3-(tert-butyldimethylsilyloxy)propionaldehyde